1,3,8-tris(4-(difluoromethoxy)phenyl)-2H-quinolizin-2-one FC(OC1=CC=C(C=C1)C=1C(C(=CN2C=CC(=CC12)C1=CC=C(C=C1)OC(F)F)C1=CC=C(C=C1)OC(F)F)=O)F